ClC1=CC2=C(C(C3=C(N(S2(=O)=O)C)C=CS3)O)C=C1 7-Chloro-10-hydroxy-4-methyl-4,10-dihydrobenzo[f]thieno[3,2-c][1,2]thiazepine 5,5-dioxide